C(=CCCCC)OC(C=1C(O)=CC=CC1)=O salicylic acid-3-cis-hexenyl ester